Acetic acid 4-[4-(4-chloro-phenyl)-5-cyano-[2,2']bipyridinyl-6-yloxy]-butyl ester ClC1=CC=C(C=C1)C1=CC(=NC(=C1C#N)OCCCCOC(C)=O)C1=NC=CC=C1